Vinyltin C(=C)[Sn]